FC1=C(C(=CC=C1)C)N1CC(C1)C1=CC(=C(CN2CCC(CC2)C(=O)OC)C(=C1)C)C methyl 1-(4-(1-(2-fluoro-6-methylphenyl)azetidin-3-yl)-2,6-dimethylbenzyl)piperidine-4-carboxylate